2,4-difluoro-N-(methyl(oxo)(4-(5-(trifluoromethyl)-1,2,4-oxadiazol-3-yl)phenyl)-λ6-sulfaneylidene)benzamide FC1=C(C(=O)N=S(C2=CC=C(C=C2)C2=NOC(=N2)C(F)(F)F)(=O)C)C=CC(=C1)F